[Br-].C(C=C)N1CN(C=C1)C 1-allyl-3-methyl-imidazole bromide